FC1=CC(=C(C=C1)C=1CCCC2=C(C1C1=CC(=C(C=C1)CC1CN(C1)CCCF)F)C=CC=C2)C 8-(4-Fluoro-2-methylphenyl)-9-(3-fluoro-4-((1-(3-fluoropropyl)azetidin-3-yl)methyl)phenyl)-6,7-dihydro-5H-benzo[7]annulen